1-(3-(diethylsulfamoyl)benzoyl)-N-(4-(trifluoromethyl)benzyl)-D-prolinamide C(C)N(S(=O)(=O)C=1C=C(C(=O)N2[C@H](CCC2)C(=O)NCC2=CC=C(C=C2)C(F)(F)F)C=CC1)CC